C(C(C)(C)C)(=O)OC=1C=CC2=C(SCCC=C2C2=CC=C(CC3CN(CC3)C(=O)OC(C)(C)C)C=C2)C1 tert-butyl 3-(4-(8-(pivaloyloxy)-2,3-dihydrobenzo[b]thiepin-5-yl)benzyl)pyrrolidine-1-carboxylate